[Sn].[Ta] Tantalum-tin